2-chloro-4-((2S,5R)-2,5-dimethylpiperazin-1-yl)benzonitrile ClC1=C(C#N)C=CC(=C1)N1[C@H](CN[C@@H](C1)C)C